3-(2-(dimethylamino) ethyl)-1H-indol-4-yl (S)-3-(aminomethyl)-5-methylhexanoate NC[C@H](CC(=O)OC1=C2C(=CNC2=CC=C1)CCN(C)C)CC(C)C